C(C)S(=O)(=O)N1CC(C1)=CC#N [1-(ethylsulfonyl)-3-azetidinylidene]acetonitrile